C1(CC1)N1C(N(C2=C(C1=O)C(=C(C(N2C)=O)C)OC2=C(C(=CC=C2)[N+](=O)[O-])C)C2=C(C=C(C=C2)I)F)=O 3-cyclopropyl-1-(2-fluoro-4-iodophenyl)-6,8-dimethyl-5-(2-methyl-3-nitrophenoxy)pyrido[2,3-d]pyrimidine-2,4,7(1H,3H,8H)-trione